FC(C1=CC(=NN1CC(=O)NC)C1=NC(=NO1)C1(CC1)C1=C(C=CC=C1)C)F 2-(5-(difluoromethyl)-3-(3-(1-(o-tolyl)cyclopropyl)-1,2,4-oxadiazol-5-yl)-1H-pyrazol-1-yl)-N-methylacetamide